[Ti].C(C)P(O)(=O)CC (diethylphosphinic acid) titanium